ClC1=C(C=C(C=C1)C1=CC(=C(C=C1)O)CN(C)C)CC(C(=O)NC1=CC=C(C=C1)C1=NN=CN1C)NC(=O)C=1N(N=CC1)C N-[1-[[2-chloro-5-[3-(dimethylaminomethyl)-4-hydroxy-phenyl]phenyl]methyl]-2-[4-(4-methyl-1,2,4-triazol-3-yl)anilino]-2-oxo-ethyl]-2-methyl-pyrazole-3-carboxamide